CCC(CCCCCC)N 3-nonylamine